26-(2-hydroxy-3-methoxy-propylamino)-hexacosanoic acid 2,5-dioxo-pyrrolidin-1-yl ester O=C1N(C(CC1)=O)OC(CCCCCCCCCCCCCCCCCCCCCCCCCNCC(COC)O)=O